P(=O)(OOC(C=C)=O)(OC1=C(C=CC=C1)CC)O acryloyloxy ethylphenyl hydrogen phosphate